N[C@H](C(=O)NCC(N(CC(NC=1SC2=C(N1)C=CC(=C2)OC(F)(F)F)=O)C)=O)CC(C)C (2S)-2-Amino-4-methyl-N-{[methyl({[6-(trifluoromethoxy)-1,3-benzothiazol-2-yl]carbamoyl}methyl)carbamoyl]methyl}pentanamide